N(=[N+]=[N-])C1=C(C=C(C=C1)NS(=O)(=O)CCOC1OCCCC1)N1CCC2(CC2)CC1 N-(4-azido-3-(6-azaspiro[2.5]octan-6-yl)phenyl)-2-((tetrahydro-2H-pyran-2-yl)oxy)ethane-1-sulfonamide